C(C)(C)(C)OC(=O)N1N=CC2=CC(=C(C=C12)OC)NC1=NC=NC(=C1)NC1=NC=C(C=C1)Cl 1-tert-Butoxycarbonyl-5-(6-((5-chloropyridin-2-yl)amino)pyrimidin-4-ylamino)-6-methoxyindazole